N1C=C(C2=CC=CC=C12)CC(CCCC)NC(=O)C1=CC2=C(S1)C=C(C=C2)N2CCC(CC2)N(C)C N-(1-(1H-indol-3-yl)hexan-2-yl)-6-(4-(dimethylamino)piperidin-1-yl)benzo[b]thiophene-2-formamide